C(CC)(=O)NCC(=O)O 2-(propionylamino)acetic acid